Di-carboxyl-dl-N-(4-benzoylphenyl)aminocarboxylate C(=O)(O)C=1C(=C(C=CC1C(C1=CC=CC=C1)=O)NC(=O)[O-])C(=O)O